3-((5-chloro-2-((2-(difluorometh-oxy)-4-(8-methyl-2,8-diazaspiro-[4.5]decan-2-yl)phenyl)amino)-pyrimidin-4-yl)amino)thiophene-2-carboxamide ClC=1C(=NC(=NC1)NC1=C(C=C(C=C1)N1CC2(CC1)CCN(CC2)C)OC(F)F)NC2=C(SC=C2)C(=O)N